(1,1-dioxidothiomorpholino)(6-methoxy-4-(1,4-dioxa-8-azaspiro[4.5]decan-8-yl)quinolin-3-yl)methanone O=S1(CCN(CC1)C(=O)C=1C=NC2=CC=C(C=C2C1N1CCC2(OCCO2)CC1)OC)=O